[Si](C)(C)(C)[Na] TMSsodium